FC(C(=O)O)(F)F.NC=1C=2N(C=C(N1)C(F)(F)F)C(=CN2)C=2C=C(C=CC2C)C2(C(CCC2)F)O 1-(3-(8-Amino-6-(trifluoromethyl)imidazo[1,2-a]pyrazin-3-yl)-4-methylphenyl)-2-fluorocyclopentan-1-ol trifluoroacetate salt